6-(4-[2-[(2S,5S)-5-([[6-oxo-5-(trifluoromethyl)-1,6-dihydropyridazin-4-yl]amino]methyl)oxolan-2-yl]acetyl]piperazin-1-yl)pyridine-3-carbonitrile O=C1C(=C(C=NN1)NC[C@@H]1CC[C@H](O1)CC(=O)N1CCN(CC1)C1=CC=C(C=N1)C#N)C(F)(F)F